2-amino-7-((8-methylnaphthalen-1-yl)oxy)-1,2,3,4-tetrahydronaphthalene-2-carboxylic acid NC1(CC2=CC(=CC=C2CC1)OC1=CC=CC2=CC=CC(=C12)C)C(=O)O